3-(tert-butyl)-N-(2-fluoro-4-(2-(5-fluoro-2-nitrophenyl)-3H-imidazo[4,5-b]pyridin-7-yl)benzyl)-1,2,4-oxadiazole-5-carboxamide C(C)(C)(C)C1=NOC(=N1)C(=O)NCC1=C(C=C(C=C1)C1=C2C(=NC=C1)NC(=N2)C2=C(C=CC(=C2)F)[N+](=O)[O-])F